NC1=C2N=C(N(C2=NC(=N1)F)CCCNS(=O)(=O)CC)CC=1C=C2C(CCC2=CC1I)=O N-(3-(6-amino-2-fluoro-8-((6-iodo-3-oxo-2,3-dihydro-1H-inden-5-yl)methyl)-9H-purin-9-yl)propyl)ethane-sulfonamide